BrC=1C=C(C=C(C1O)Br)C(=O)C1=CN=C2SC(=CN21)CC (3,5-dibromo-4-hydroxyphenyl)(2-ethylimidazo[2,1-b]thiazole-5-yl)-methanone